3-hydroxy-2,2-dimethylpropyl benzoate C(C1=CC=CC=C1)(=O)OCC(CO)(C)C